decamethylenebismaleimide C1(C(=CC(N1)=O)CCCCCCCCCCC=1C(=O)NC(C1)=O)=O